10-(4-tert-butylphenyl)-6-(2,6-dimethylphenyl)-2,2-dioxo-9-oxa-2λ6-thia-3,5,12,19-tetrazatricyclo[12.3.1.14,8]nonadeca-1(18),4(19),5,7,14,16-hexaen-13-one C(C)(C)(C)C1=CC=C(C=C1)C1OC2=CC(=NC(NS(C=3C=CC=C(C(NC1)=O)C3)(=O)=O)=N2)C2=C(C=CC=C2C)C